(S,E)-5-((2-((2-oxo-2-(4-(5-(trifluoromethyl)pyrimidin-2-yl)piperazin-1-yl)ethoxy)imino)cyclopentyl)amino)-4-(trifluoromethyl)pyridazin-3(2H)-one O=C(CO\N=C/1\[C@H](CCC1)NC1=C(C(NN=C1)=O)C(F)(F)F)N1CCN(CC1)C1=NC=C(C=N1)C(F)(F)F